BrC=1C=C(C(N(C1)C)=O)[C@@H](C(=O)OC)CC(C)C Methyl (S)-2-(5-bromo-1-methyl-2-oxo-1,2-dihydropyridin-3-yl)-4-methylpentanoate